N-(1-{4-[8-methyl-3-(propan-2-yl)imidazo[1,2-a]pyridin-6-yl]benzenesulfonyl}piperidin-4-yl)-5-[(trifluoromethyl)sulfanyl]pyridin-2-amine CC=1C=2N(C=C(C1)C1=CC=C(C=C1)S(=O)(=O)N1CCC(CC1)NC1=NC=C(C=C1)SC(F)(F)F)C(=CN2)C(C)C